3,4-Heptandiol CCC(C(CCC)O)O